(R)-N-(1-(2-(piperidin-4-yl)ethyl)pyrrolidin-3-yl)-4-(1H-pyrrolo[2,3-b]pyridine-3-yl)-5-(trifluoromethyl)pyrimidin-2-amine N1CCC(CC1)CCN1C[C@@H](CC1)NC1=NC=C(C(=N1)C1=CNC2=NC=CC=C21)C(F)(F)F